C=1(C(=CC=CC1)S(=O)(=O)[O-])S(=O)(=O)OC.[NH4+] ammonium methyl benzenedisulfonate